5-(2-thienoyl)amino-3-(1-butyl-1,2,3,6-tetrahydropyridin-4-yl)-1H-indole S1C(=CC=C1)C(=O)NC=1C=C2C(=CNC2=CC1)C=1CCN(CC1)CCCC